methyl N-benzyl-N-(4-(tert-butyl)benzyl)-P-phenylphosphonamidate C(C1=CC=CC=C1)N(P(OC)(=O)C1=CC=CC=C1)CC1=CC=C(C=C1)C(C)(C)C